O=C1NC(CCC1N1C(C2=CC=C(C=C2C1=O)OCCCCC#CC=1C=NC(=CC1)OC1CC(C1)OC1=NC=C(C=C1)C=1C=CC=2C3=C(N(C2C1)C)C=CN=C3)=O)=O 2-(2,6-dioxopiperidin-3-yl)-5-(6-(6-((1s,3s)-3-(5-(5-methyl-5H-pyrido[4,3-b]indol-7-yl)pyridin-2-yloxy)cyclobutoxy)pyridin-3-yl)hex-5-ynyloxy)isoindoline-1,3-dione